5-[2,3-difluoro-4-[1-(2-methoxyethyl)-5-(methoxymethyl)pyrazol-4-yl]phenyl]-1-methyl-imidazole-2-carboxamide FC1=C(C=CC(=C1F)C=1C=NN(C1COC)CCOC)C1=CN=C(N1C)C(=O)N